methyl 2-[4-tert-butoxycarbonyl-2-oxo-3-(2-phenoxyethyl)piperazin-1-yl]imidazo[1,2-a]pyridine-6-carboxylate C(C)(C)(C)OC(=O)N1C(C(N(CC1)C=1N=C2N(C=C(C=C2)C(=O)OC)C1)=O)CCOC1=CC=CC=C1